COC(=O)C1=NC=CC(=C1)NC(=O)[C@@H]1O[C@]([C@H]([C@H]1C1=C(C(=C(C=C1)F)F)OC)CC)(C(F)(F)F)C |r| Rac-(2r,3s,4s,5r)-4-[[3-(3,4-difluoro-2-methoxy-phenyl)-4-ethyl-5-methyl-5-(trifluoromethyl)tetrahydrofuran-2-carbonyl]amino]pyridine-2-carboxylic acid methyl ester